5-Phenyl-1H-pyrazole-3-carboxylic acid {2-oxo-2-[4-(2-trifluoromethyl-benzenesulfonyl)-piperidin-1-yl]-ethyl}-amide O=C(CNC(=O)C1=NNC(=C1)C1=CC=CC=C1)N1CCC(CC1)S(=O)(=O)C1=C(C=CC=C1)C(F)(F)F